diethyl-acetamidine C(C)C(C(=N)N)CC